4-[6-amino-2-(pyridin-4-yl)-9H-purin-9-yl]-N-(3-methoxyphenyl)cyclohexanecarboxamide NC1=C2N=CN(C2=NC(=N1)C1=CC=NC=C1)C1CCC(CC1)C(=O)NC1=CC(=CC=C1)OC